tert-butyl 7-[7-({4-[(3R)-3-(dimethylamino) pyrrolidine-1-carbonyl] phenyl} amino)-1,2,3,4-tetrahydro-2,6-naphthyridin-2-yl]-8-methyl-1H,2H,3H-pyrido[2,3-b][1,4]oxazine-1-carboxylate CN([C@H]1CN(CC1)C(=O)C1=CC=C(C=C1)NC1=NC=C2CCN(CC2=C1)C1=C(C2=C(OCCN2C(=O)OC(C)(C)C)N=C1)C)C